CN1CC2(CN(C2)CC2(CC2)CO)C1 (1-((6-Methyl-2,6-diazaspiro[3.3]heptan-2-yl)methyl)cyclopropyl)methanol